O1C(=CC=C1)CNC1=NC=C(C=2N1C=NN2)C2=CC=C(C=C2)C(NCCOCCOCCOCCOCCOCCOCCCCNC(OC(C)(C)C)=O)=O tert-butyl (1-(4-(5-((furan-2-ylmethyl)amino)-[1,2,4]triazolo[4,3-c]pyrimidin-8-yl)phenyl)-1-oxo-5,8,11,14,17,20-hexaoxa-2-azatetracosan-24-yl)carbamate